FC1(CNCC=C1C1=NC=CC=C1)F 3',3'-difluoro-1',2',3',6'-tetrahydro-2,4'-bipyridine